(1R,2S,5R)-6-(benzyloxy)-3-methyl-7-oxo-1,6-diazabicyclo[3.2.1]Oct-3-ene-2-carboxamide C(C1=CC=CC=C1)ON1[C@@H]2C=C([C@H](N(C1=O)C2)C(=O)N)C